CC1=NOC(=C1C1=CC2=C(N(C(=N2)[C@@H]2COCC(N2)=O)[C@@H]2CC[C@H](CC2)OC)C=C1)C (R)-5-(5-(3,5-dimethylisoxazol-4-yl)-1-((trans)-4-methoxycyclohexyl)-1H-benzo[d]imidazol-2-yl)morpholin-3-one